4-[5-fluoro-1-[(4-methoxyphenyl)methyl]triazol-4-yl]-2-[1-(2-naphthalen-1-ylethyl)imidazol-4-yl]pyridine FC1=C(N=NN1CC1=CC=C(C=C1)OC)C1=CC(=NC=C1)C=1N=CN(C1)CCC1=CC=CC2=CC=CC=C12